(2R,3S)-N-ethyl-2-((((CIS)-4-(3-fluorophenyl)cyclohexyl)oxy)methyl)-3-(4-methyl-1H-pyrazol-3-yl)piperidine C(C)N1[C@H]([C@H](CCC1)C1=NNC=C1C)CO[C@@H]1CC[C@@H](CC1)C1=CC(=CC=C1)F